[Na+].C(C)C1(C)C(C=C(C=C1)S(=O)(=O)[O-])CC1=CC=CC=C1 1-ethyl-2-benzyl-p-toluenesulfonic acid sodium salt